(S)-(-)-diphenylphosphine C1(=CC=CC=C1)PC1=CC=CC=C1